hexaethylsilanetriamine C(C)N([SiH](N(CC)CC)N(CC)CC)CC